tert-butyl 5-methyl-6-nitro-indoline-1-carboxylate CC=1C=C2CCN(C2=CC1[N+](=O)[O-])C(=O)OC(C)(C)C